NC=1C(=C(C(=O)N(C)C2=CC=C(C=C2)N)C(=CC1)Cl)Cl 3-Amino-N-(4-aminophenyl)-2,6-dichloro-N-methylbenzamide